C(CCCCCCCCCCC)C1C(N(C(C1)=O)C1CC(N(C(C1)(C)C)C)(C)C)=O 3-dodecyl-1-(1,2,2,6,6-pentamethyl-4-piperidinyl)-pyrrolidin-2,5-dione